N,N'-dicinnamoyl-1,6-hexanediamine C(C=CC1=CC=CC=C1)(=O)NCCCCCCNC(C=CC1=CC=CC=C1)=O